C1[C@H]([C@@H]([C@H]([C@H](O1)OC2=CC=C(C=C2)[N+](=O)[O-])O)O)O p-nitrophenyl α-D-xylopyranoside